di-(p-tolyl)methylene(cyclopentadienyl)(2,7-diphenyl-3,6-di-tert-butylfluorenyl)zirconium dichloride [Cl-].[Cl-].C1(=CC=C(C=C1)C(=[Zr+2](C1=C(C(=CC=2C3=CC(=C(C=C3CC12)C1=CC=CC=C1)C(C)(C)C)C(C)(C)C)C1=CC=CC=C1)C1C=CC=C1)C1=CC=C(C=C1)C)C